COC(C1=CC=C2C3(CC(N(C2=N1)COCC[Si](C)(C)C)C3)OCCOC)OC 7-(dimethoxymethyl)-4-(2-methoxyethoxy)-1-((2-(trimethylsilyl)ethoxy)methyl)-1,2,3,4-tetrahydro-2,4-methylene-1,8-naphthyridine